FC1=C(C=CC(=C1)F)CNC(CC1N(C(CC1)=O)CC1=CC=C(C=C1)C)=O N-[(2,4-difluorophenyl)methyl]-2-[1-[(4-methylphenyl)methyl]-5-oxopyrrolidin-2-yl]acetamide